4-(2,5-Diazabicyclo[2.2.2]octan-2-yl)-7-(8-ethyl-7-fluoro-3-hydroxynaphthalen-1-yl)-2-(((S)-1-(methyl-d3)pyrrolidin-2-yl)methoxy-d2)pyrimido[4,5-d]pyridazin-8(7H)-one C12N(CC(NC1)CC2)C2=NC(=NC=1C(N(N=CC12)C1=CC(=CC2=CC=C(C(=C12)CC)F)O)=O)OC([2H])([2H])[C@H]1N(CCC1)C([2H])([2H])[2H]